C(C)(C)(C)OC(=O)N1CCC(CC1)C(NC1=CC2=CC=CC=C2C=C1)=O 4-(naphthalen-2-ylcarbamoyl)piperidine-1-carboxylic acid tert-butyl ester